C(#N)C1=CC(=C(C=C1)N1CC(N(C2(CC(C2)C(=O)NC2CC(C2)O)C1=O)CC1=CC=C(C=C1)C(F)(F)F)=O)F 8-(4-cyano-2-fluorophenyl)-N-(3-hydroxycyclobutyl)-6,9-dioxo-5-(4-(trifluoromethyl)benzyl)-5,8-diazaspiro[3.5]nonane-2-carboxamide